CN(CCOC1=NC2=C(C=CC(=C2C=N1)N1C[C@H](N[C@H](C1)C)C)C(=O)NC1=CC2=CN(N=C2C(=C1)F)C)C 2-[2-(dimethylamino)ethoxy]-5-[(3R,5S)-3,5-dimethylpiperazin-1-yl]-N-(7-fluoro-2-methyl-indazol-5-yl)quinazoline-8-carboxamide